2-(3-(3-((4-Methyl-4H-1,2,4-triazol-3-yl)methyl)oxetan-3-yl)phenyl)-6-(2,2,2-trifluoro-1-hydroxyethyl)-4-(trifluoromethyl)isoindolin-1-one CN1C(=NN=C1)CC1(COC1)C=1C=C(C=CC1)N1C(C2=CC(=CC(=C2C1)C(F)(F)F)C(C(F)(F)F)O)=O